(S)-Diethyl Ethyl(1-Phenylpropan-2-yl)Phosphoramidate C(C)N(P(OCC)(OCC)=O)[C@H](CC1=CC=CC=C1)C